BrCC=1C=CC(=NC1)OC1=C(C=C(C=C1)C(F)F)F 5-(bromomethyl)-2-(4-(difluoromethyl)-2-fluorophenoxy)pyridine